P.[Cu+] copper(I) phosphane